COC1CC(CCC1)C(=O)O 3-methoxycyclohexanecarboxylic acid